ClC1=CC=C(C=C1)[C@@H]1C[C@H](C1)N1C(OC(=N1)CN1C=NC2=C(C1=O)N(N=N2)C)=O trans-3-[3-(4-chlorophenyl)cyclobutyl]-5-[(1-methyl-7-oxo-triazolo[4,5-d]pyrimidin-6-yl)methyl]-1,3,4-oxadiazol-2-one